1,2-diethylamino-3-sulfopropyl-imidazole trifluoromethanesulfonate FC(S(=O)(=O)O)(F)F.C(C)NC(C(CS(=O)(=O)O)NCC)C=1NC=CN1